4'-((1R,5S)-3,8-Diazabicyclo[3.2.1]octan-8-yl)-2'-(((S)-pyrrolidin-2-yl)methoxy)-3,4,5',8'-tetrahydro-2H,6'H-spiro[naphthalene-1,7'-quinazoline] [C@H]12CNC[C@H](CC1)N2C2=NC(=NC=1CC3(CCC21)CCCC2=CC=CC=C23)OC[C@H]2NCCC2